FC1=C(C=CC(=C1)F)NC(=O)C=1C(=NC=C(C1)OC[C@H](C)NS(=O)(=O)C(F)(F)F)C N-(2,4-difluorophenyl)-2-methyl-5-[(2S)-2-(trifluoromethylsulfonylamino)propoxy]pyridine-3-carboxamide